C(#N)C=1C(=CC(=NC1)NC(=O)N1CCCC2=CC(=C(N=C12)C=O)CO)NC1COCC1 N-(5-cyano-4-((tetrahydrofuran-3-yl)amino)pyridin-2-yl)-7-formyl-6-(hydroxymethyl)-3,4-dihydro-1,8-naphthyridine-1(2H)-carboxamide